(Z)-5-[(dimethylamino)methylidene]-3-methyl-4-oxo-4,5,6,7-tetrahydro-1-benzofuran-2-carboxylate CN(C)\C=C/1\CCC2=C(C(=C(O2)C(=O)[O-])C)C1=O